CC1=CC(=CC2=C1N=C(S2)C2CCNCC2)C(=O)NC2CCOCC2 4-methyl-2-(piperidin-4-yl)-N-(tetrahydro-2H-pyran-4-yl)benzo[d]thiazole-6-carboxamide